O=C1NC(CCC1NC=1C=C(CN(C2CCN(CC2)C2=CC=C3CN(C(C3=C2)=O)C(C(=O)NC=2SC=CN2)C2=C(C=CC(=C2)F)O)C)C=CC1)=O 2-(6-(4-((3-((2,6-dioxopiperidin-3-yl)amino)benzyl)(methyl)amino)piperidin-1-yl)-1-oxoisoindolin-2-yl)-2-(5-fluoro-2-hydroxyphenyl)-N-(thiazol-2-yl)acetamide